tert-butyl 4-[3-[2-[[(1R)-1-(1-naphthyl)ethyl]carbamoyl]phenyl]propanoyl]piperazine-1-carboxylate C1(=CC=CC2=CC=CC=C12)[C@@H](C)NC(=O)C1=C(C=CC=C1)CCC(=O)N1CCN(CC1)C(=O)OC(C)(C)C